tert-butyl (E)-(((tert-butoxycarbonyl)amino)(1H-pyrazol-1-yl)methylene)carbamate C(C)(C)(C)OC(=O)N/C(/N1N=CC=C1)=N\C(OC(C)(C)C)=O